Cl[Pd]1(P(CCCP1(C1CCCCC1)C1CCCCC1)(C1CCCCC1)C1CCCCC1)Cl 2,2-dichloro-1,1,3,3-tetracyclohexyl-1λ5,3λ5-diphospha-2-palladacyclohexane